(6S,12R)-17-Amino-12-methyl-6,15-bis(trifluoromethyl)-13,19-dioxa-3,4,18-triazatricyclo[12.3.1.12,5]nonadeca-1(18),2,4,14,16-pentaen-6-ol NC1=CC(=C2O[C@@H](CCCCC[C@@](C3=NN=C(C1=N2)O3)(O)C(F)(F)F)C)C(F)(F)F